tert-butyl 4-(2,3-bis{[2-(trimethylsilyl)ethoxy]methoxy}phenyl)piperidine-1-carboxylate C[Si](CCOCOC1=C(C=CC=C1OCOCC[Si](C)(C)C)C1CCN(CC1)C(=O)OC(C)(C)C)(C)C